(S)-5-(Benzyloxy)-4-(8-((tetrahydrofuran-3-yl) amino)-1,2,3,4-tetrahydroisoquinoline-2-carbonyl)-1,3-phenylene bis(4-methylbenzenesulfonate) CC1=CC=C(C=C1)S(=O)(=O)OC1=CC(=C(C(=C1)OCC1=CC=CC=C1)C(=O)N1CC2=C(C=CC=C2CC1)N[C@@H]1COCC1)OS(=O)(=O)C1=CC=C(C=C1)C